FC=1C=C(C=C(C1)O)C(=O)C1=CC(=C(C(=C1)[N+](=O)[O-])O)OC (3-fluoro-5-hydroxyphenyl)(4-hydroxy-3-methoxy-5-nitrophenyl)methanone